F[C@@H]1C[C@@]2(CCCN2C1)COC1=NC2=CC=CC=C2C=C1CC#N (((2R,7aS)-2-fluorotetrahydro-1H-pyrrolizin-7a(5H)-yl)methoxy)quinoline-3-acetonitrile